C(=O)(OC(C)(C)C)NC(C)(C(=O)O)C Boc-α-methylalanine